1-(3-fluorobicyclo[1.1.1]pentan-1-yl)-4-((5-(pyridin-3-yl)isoxazol-3-yl)methyl)piperazine-2,3-dione FC12CC(C1)(C2)N2C(C(N(CC2)CC2=NOC(=C2)C=2C=NC=CC2)=O)=O